4-((2s,5r)-4-(1-(6-(difluoromethoxy)pyridin-2-yl)ethyl)-2,5-diethylpiperazin-1-yl)-1-methyl-2-oxo-1,2-dihydropyrido[3,2-d]pyrimidine-6-carbonitrile FC(OC1=CC=CC(=N1)C(C)N1C[C@@H](N(C[C@H]1CC)C=1C2=C(N(C(N1)=O)C)C=CC(=N2)C#N)CC)F